6,7-dichloro-2-((R)-1-((R)-4,6-dimethyl-1,4-diazepan-1-yl)butyl)-3-ethylquinazolin-4(3H)-one ClC=1C=C2C(N(C(=NC2=CC1Cl)[C@@H](CCC)N1CCN(C[C@H](C1)C)C)CC)=O